(1S,2R,5R)-2-allyl-8-benzyl-3-(4-methoxybenzyl)-3,8-diazabicyclo[3.2.1]octane C(C=C)[C@@H]1[C@@H]2CC[C@H](CN1CC1=CC=C(C=C1)OC)N2CC2=CC=CC=C2